[C@H]12CC(C[C@H](CC1)N2)N(C2=CC=C(N=N2)C2=C(C=C(C(=C2)F)C=2C=NNC2)O)C 2-(6-(((1R,3s,5S)-8-azabicyclo[3.2.1]octan-3-yl)(methyl)amino)pyridazin-3-yl)-4-fluoro-5-(1H-pyrazol-4-yl)phenol